N1=CC=C(C2=CC=CC=C12)SC=1N=CC(=NC1)N1CCC2(CC1)CC=1C(=NC=CC1)C2 (S)-1'-(5-(quinolin-4-ylthio)pyrazin-2-yl)-5,7-dihydrospiro[cyclopenta[b]pyridine-6,4'-piperidin]